OC(COC1=CC=C(C2=C1N=C(O2)N2CC1CCC(C2)N1C(=O)OC(C)(C)C)C=1SC=CN1)(C)C tert-Butyl 3-(4-(2-hydroxy-2-methylpropoxy)-7-(thiazol-2-yl)benzo[d]oxazol-2-yl)-3,8-diazabicyclo[3.2.1]octane-8-carboxylate